2-[4-(4-methylphenyl)-5-(pyridin-4-yl)-1H-imidazol-1-yl]Acetyl-piperazine CC1=CC=C(C=C1)C=1N=CN(C1C1=CC=NC=C1)CC(=O)N1CCNCC1